6-naphthalen-2-yl-1,3,5-triazine C1=C(C=CC2=CC=CC=C12)C1=NC=NC=N1